tetrakis(4-methylphenyl)acenaphtho[1,2-a]fluoranthene-3,10-diamine CC1=CC=C(C=C1)C1=CC=C2C=C3C(=C4C=5C(=C(C(=C(C5C1=C42)C4=CC=C(C=C4)C)N)C4=CC=C(C=C4)C)C4=CC=C(C=C4)C)C=4C=CC=C2C=C(C=C3C42)N